C(=O)C1CCC(CC1)N1N=C2C=C(C(=CC2=C1)NC(=O)C=1SC=CN1)C(C)(C)O 2-N-(2-((1r,4r)-4-formylcyclohexyl)-6-(2-hydroxypropan-2-yl)-2H-indazol-5-yl)thiazole-2-carboxamide